(E)-2-(3-(3-(5-fluoro-2,3-dihydrobenzo[b][1,4]dioxin-6-yl)-2-methylstyreneyl)-4-(trifluoromethyl)benzylamino)-3-hydroxy-2-methylpropanoic acid FC1=C(C=CC=2OCCOC21)C=2C(=C(/C=C/C=1C=C(CNC(C(=O)O)(CO)C)C=CC1C(F)(F)F)C=CC2)C